cyclohexylmethyl (S)-2-amino-2-methyl-3-phenylpropanoate hydrochloride Cl.N[C@](C(=O)OCC1CCCCC1)(CC1=CC=CC=C1)C